1-acetyl-4-[8-hydroxy-2-methyl-4-({(1R)-1-[2-methyl-3-(trifluoromethyl)phenyl]ethyl}amino)pyrido[3,4-d]pyrimidin-6-yl]-1,4lambda5-azaphosphinan-4-one C(C)(=O)N1CCP(CC1)(=O)C1=CC2=C(N=C(N=C2N[C@H](C)C2=C(C(=CC=C2)C(F)(F)F)C)C)C(=N1)O